NC1=CC=C2C(C=C(NC2=N1)C(C)C)=O 7-amino-2-(1-methylethyl)-1,8-naphthyridin-4(1H)-one